(1R,4r)-4-(4-(((1S,4R)-4-(2-((2S,3S)-1-methyl-5-oxo-2-(pyridin-3-yl)pyrrolidine-3-carboxamido)ethoxy)cyclohexyl)oxy)butanamido)cyclohexane-1-carboxylic acid CN1[C@@H]([C@H](CC1=O)C(=O)NCCOC1CCC(CC1)OCCCC(=O)NC1CCC(CC1)C(=O)O)C=1C=NC=CC1